C1(CC1)COC1=CC(=C2C(NC(=NC2=C1)CS[C@@H]1[C@@H](CNCC1)F)=O)F 7-(Cyclopropylmethoxy)-5-fluoro-2-(((cis-3-fluoropiperidin-4-yl)thio)methyl)quinazolin-4(3H)-one